P(=O)([O-])([O-])[O-].C(C1=CC=CC=C1)[NH-] benzylamide phosphate